BrC=1C=C2C(=NN(C2=CC1)C(C1=CC=CC=C1)(C1=CC=CC=C1)C1=CC=CC=C1)NC(=O)C1CNC(CC1)=O N-(5-bromo-1-trityl-1H-indazol-3-yl)-6-oxopiperidine-3-carboxamide